n-Propanthiol C(CC)S